4-((4-aminophenyl)thio)-2-isopropylbenzenamine NC1=CC=C(C=C1)SC1=CC(=C(C=C1)N)C(C)C